quino[2,3-b]acridine-6,7,13,14(5H,12H)-tetrone C1=CC=CC=2NC=3C(C4=C(C(C3C(C12)=O)=O)NC1=CC=CC=C1C4=O)=O